FC1([C@@H](CN(CC1)C1=C(C(=O)NC2=CC(=NC=C2)[S@@](=O)(=N)C)C=C(C=N1)C(F)(F)F)C)F 2-((R)-4,4-difluoro-3-methylpiperidin-1-yl)-N-(2-((R)-S-methylsulfonimidoyl)pyridin-4-yl)-5-(trifluoromethyl)nicotinamide